C(C1=CC=CC=C1)OC=1C=C2C(CC(=C(C2=CC1)C1=CC=C(C=C1)N1CCC(CC1)C(OC)OC)C1=CCCC1)(F)F 1-(4-(6-(benzyloxy)-2-(cyclopent-1-en-1-yl)-4,4-difluoro-3,4-dihydronaphthalen-1-yl)phenyl)-4-(dimethoxymethyl)piperidine